2-(5-oxopyrrolidin-3-yl)benzonitrile O=C1CC(CN1)C1=C(C#N)C=CC=C1